C(N)(OC(C(C)(C)O)(C1=CC=C(C=C1)OCC(CCC)(C)C)C(C)(C)C)=O (tert-butyl 1-(4-(2,2-dimethylpentyloxy) phenyl)-2-hydroxy-2-methylpropyl) carbamate